CC=1N=C(NC1)C1=NC=CC(=C1)OC=1C=C2CC(COC2=CC1)C=1NC=C(N1)C1=CC=CC=C1 (4-methyl-1H-imidazol-2-yl)-4-[3-(4-phenyl-1H-imidazol-2-yl)chroman-6-yl]oxy-pyridine